tert-Butyl 2-acrylamido-3-(5-bromobenzo[d]thiazol-2-yl)-4,7-dihydrothieno[2,3-c]pyridine-6(5H)-carboxylate C(C=C)(=O)NC1=C(C2=C(CN(CC2)C(=O)OC(C)(C)C)S1)C=1SC2=C(N1)C=C(C=C2)Br